3-(4-cyclopropyl-2H-1,2,3-triazol-2-yl)propyl methanesulfonate CS(=O)(=O)OCCCN1N=CC(=N1)C1CC1